C(CCCCCCCC)(=O)C([C@H](OC(CCCCCCCC)=O)[C@H](O)CO)O 1,2-O-dinonanoyl-erythritol